FC1=C(C=C(C=C1)C1=NC=CC=C1C1=CC=2N(C=C1)C(=NC2)C(=O)NCCCN2CCOCC2)C 7-(2-(4-Fluoro-3-methylphenyl)pyridin-3-yl)-N-(3-morpholinopropyl)imidazo[1,5-a]pyridin-3-carboxamid